(1s,4s)-4-(3-chloroanilino)-2'-{3-[(3-methylpyridin-4-yl)oxy]propyl}-2',3'-dihydrospiro[cyclohexane-1,1'-isoindole]-4-carboxylic acid ClC=1C=C(NC2(CCC3(N(CC4=CC=CC=C34)CCCOC3=C(C=NC=C3)C)CC2)C(=O)O)C=CC1